OCC1=CC=C(O1)C=CC=CC1=C(C(=O)N)C=CC=N1 ((5-(hydroxymethyl)-furan-2-yl)but-1,3-dienyl)nicotinamide